1-(4-(1-(2,6-dichlorophenyl)-azetidin-3-yl)benzyl)piperidine-4-carboxylic acid ClC1=C(C(=CC=C1)Cl)N1CC(C1)C1=CC=C(CN2CCC(CC2)C(=O)O)C=C1